4-(3-Bromo-1H-indol-7-yl)morpholin-3-one BrC1=CNC2=C(C=CC=C12)N1C(COCC1)=O